NC1=NN(C(=C1)C1=CC=NC=C1)CC1=CC=C(C=C1)OC 3-amino-1-(4-methoxybenzyl)-5-(pyridin-4-yl)-1H-pyrazole